BrC1=CC2=C(NC(C3N(C2=O)CCN(C3)C(C3=CC(=C(C(=C3)OC)OC)OC)=O)=O)C=C1 8-bromo-2-(3,4,5-trimethoxybenzoyl)-1,3,4,12a-tetrahydrobenzo[e]pyrazino[1,2-a][1,4]diazepine-6,12(2H,11H)-dione